C(C)OC(=O)C=1N=NC(=CC1)C=1C=NN(C1)COCC[Si](C)(C)C 6-(1-((2-(trimethylsilyl)ethoxy)methyl)-1H-pyrazol-4-yl)pyridazin-3-carboxylic acid ethyl ester